1-(4-chloro-2,2-dimethylbenzo[d][1,3]dioxol-5-yl)ethan-1-one ClC1=C(C=CC=2OC(OC21)(C)C)C(C)=O